3-(1,4-dimethyl-1H-benzo[d][1,2,3]triazol-5-yl)-3-(3-(((R)-2-ethyl-2,3-dihydro-[1,4]oxazepino[7,6-g]quinolin-4(5H)-yl)methyl)-4-methylphenyl)-2,2-dimethylpropanoic acid CN1N=NC2=C1C=CC(=C2C)C(C(C(=O)O)(C)C)C2=CC(=C(C=C2)C)CN2C[C@H](OC1=CC=3C=CC=NC3C=C1C2)CC